FC=1C(=C(C=CC1F)[C@@H]1[C@H](O[C@@]([C@@H]1C)(C(F)(F)F)C)C(=O)NC1=CC(=NC(=C1)F)C(=O)N)OC 4-[[(2S,3R,4R,5S)-3-(3,4-Difluoro-2-methoxy-phenyl)-4,5-dimethyl-5-(trifluoromethyl)tetrahydrofuran-2-carbonyl]amino]-6-fluoro-pyridin-2-carboxamid